CN1N=NN=C1CC1=C(C#N)C=CC=C1 2-((1-Methyl-1H-tetrazol-5-yl)methyl)benzonitrile